[1,2,4]triazolo[4,3-a]pyridine-8-carbaldehyde N=1N=CN2C1C(=CC=C2)C=O